C(C)N([C@@H](CC(C)C)C(=O)O)C(=O)OCC1C2=CC=CC=C2C=2C=CC=CC12 ethyl(((9H-fluoren-9-yl)methoxy)carbonyl)-L-leucine